O=C1N(CC2=C(C=CC=C12)SCC1=CC=C(C=C1)CCN[C@@H]1[C@@]2(CC[C@H](C1)C2(C)C)C)C2C(NC(CC2)=O)=O 3-(1-oxo-4-((4-(2-(((1R,2S,4R)-1,7,7-trimethylbicyclo[2.2.1]heptan-2-yl)amino)ethyl)benzyl)thio)isoindolin-2-yl)piperidine-2,6-dione